(S)-1,3-bis(4-fluorophenyl)-N-(3-methyl-1,1-dioxidotetrahydrothiophen-3-yl)-1H-indole-5-carboxamide FC1=CC=C(C=C1)N1C=C(C2=CC(=CC=C12)C(=O)N[C@@]1(CS(CC1)(=O)=O)C)C1=CC=C(C=C1)F